7-hydroxy-6-methoxy-4-methyl-3-(2-oxo-2-(2-oxa-7-azaspiro[3.5]non-7-yl)ethyl)-2H-chromen-2-one OC1=C(C=C2C(=C(C(OC2=C1)=O)CC(N1CCC2(COC2)CC1)=O)C)OC